cis-(±)-2-(((tert-butoxycarbonyl)amino)methyl)cyclopropane-1-carboxylic acid C(C)(C)(C)OC(=O)NC[C@@H]1[C@@H](C1)C(=O)O |r|